9-(2,4-difluorophenyl)-3-fluoro-2-methyl-7-((2S,6S)-2-methyl-6-(1-methyl-1H-pyrazol-4-yl)tetrahydro-2H-pyran-4-yl)-4H-pyrazino[1,2-a]pyrimidin-4-one FC1=C(C=CC(=C1)F)C1=NC(=CN2C1=NC(=C(C2=O)F)C)C2C[C@@H](O[C@@H](C2)C=2C=NN(C2)C)C